FC(C1=NNC(=N1)C=1N=C2N(C=CC=N2)C1C1=CN=CN1)F 3-(difluoromethyl)-5-[3-(1H-imidazol-5-yl)imidazo[1,2-a]pyrimidin-2-yl]-1H-1,2,4-triazole